3-(2-Nitrophenyl)-2-oxopropionic acid [N+](=O)([O-])C1=C(C=CC=C1)CC(C(=O)O)=O